methyl-1-(4,4-dimethyl-4,7-dihydro-5H-thieno[2,3-c]pyran-7-yl)methylamine CNCC1OCC(C2=C1SC=C2)(C)C